N-{[3,5-dichloro-6-(5-methoxy-2-pyrazinyl)-2-indolyl]methyl}acetamide ClC1=C(NC2=CC(=C(C=C12)Cl)C1=NC=C(N=C1)OC)CNC(C)=O